3-((4-carbamoylphenoxy)methyl)-6-chlorobenzo[b]thiophene-2-carboxylic acid C(N)(=O)C1=CC=C(OCC=2C3=C(SC2C(=O)O)C=C(C=C3)Cl)C=C1